C(CCCC\C=C/C\C=C/C\C=C/CCCCC)(=O)O (6z,10z,12z)-octadeca-6,9,12-trienoic acid